Di(2-dodecyl-1-hexadecanol) thiodipropionate S(CCC(=O)O)CCC(=O)O.C(CCCCCCCCCCC)C(CO)CCCCCCCCCCCCCC.C(CCCCCCCCCCC)C(CO)CCCCCCCCCCCCCC